FC1=NC(=CC(=C1)N(C=1SC(=C(N1)C(=O)NC1C(CC1)(C)C)C)C(C(C)OC(C)C)=O)F 2-[(2,6-difluoro-4-pyridinyl)-(2-isopropoxypropionyl)amino]-N-(2,2-dimethylcyclobutyl)-5-methyl-thiazole-4-carboxamide